Se-[1,1'-biphenyl]-4-yl selenobenzenesulfonate C1(=CC=CC=C1)S(=O)(=O)[Se]C1=CC=C(C=C1)C1=CC=CC=C1